FC1(CC12CN(CC2)C2=NC(=CC1=C2N=C(N=C1)NC1=CC=C(C=C1)N1CC2(C1)CN(C2)C)C)F 8-(1,1-difluoro-5-azaspiro[2.4]heptan-5-yl)-6-methyl-N-(4-(6-methyl-2,6-diazaspiro[3.3]heptan-2-yl)phenyl)pyrido[3,4-d]pyrimidin-2-amine